N-(2-(4-(4-cyclopropylpiperazine-1-yl)piperidine-1-yl)-5-((6-((R)-3-(3,4-dichlorophenyl)isoxazolidine-2-yl)pyrimidine-4-yl)amino)-4-methoxyphenyl)acrylamide C1(CC1)N1CCN(CC1)C1CCN(CC1)C1=C(C=C(C(=C1)OC)NC1=NC=NC(=C1)N1OCC[C@@H]1C1=CC(=C(C=C1)Cl)Cl)NC(C=C)=O